FC1=CC=C(C=C1)C1=CC=C2C(=N1)N(C(=N2)C=2C(=NC=CC2)N)C2=CC=C(C=C2)CN2CCC(CC2)NC([2H])([2H])[2H] 3-(5-(4-fluorophenyl)-3-(4-((4-((methyl-d3)amino)piperidin-1-yl)methyl)phenyl)-3H-imidazo[4,5-b]pyridin-2-yl)pyridin-2-amine